NC1=CC(=C(OCCN2CCN(C(CC2)=O)C)C=C1)F 1-(2-(4-amino-2-fluorophenoxy)ethyl)-4-methyl-1,4-diazepan-5-one